O=C1C2=C(N(C(C3N1CCCC3)OC3OCCCC3)C(=O)[O-])C=CC=C2 12-oxo-6-((tetrahydro-2H-pyran-2-yl)oxy)-6,6a,7,8,9,10-hexahydrobenzo[e]pyrido[1,2-a][1,4]diazepine-5(12H)-carboxylate